N1(CCC1)C1=C(C(=CC=C1Cl)F)C(=O)N1CCC2(CCN2C)C1 [2-(azetidin-1-yl)-3-chloro-6-fluoro-phenyl]-(1-methyl-1,7-diazaspiro[3.4]octan-7-yl)methanone